4-bromo-N-((4-((9-(cyclopropylmethyl)-9H-purin-6-yl)oxy)phenyl)carbamothioyl)benzamide BrC1=CC=C(C(=O)NC(NC2=CC=C(C=C2)OC2=C3N=CN(C3=NC=N2)CC2CC2)=S)C=C1